[3-(4-{2-Butyl-1-[4-(4-chloro-phenoxy)-benzyl]-1H-imidazol-4-yl}-phenoxy)-propyl]-ethyl-amine C(CCC)C=1N(C=C(N1)C1=CC=C(OCCCNCC)C=C1)CC1=CC=C(C=C1)OC1=CC=C(C=C1)Cl